FC(C(=O)O)(F)F.C1(CC1)NC1CCN(CC1)C=1C2=CN(N=C2C(=CC1)C(=O)NC1=CC2=CN(N=C2C(=C1)CNC1=NC=NC(=N1)O)C)C 4-(4-(cyclopropylamino)piperidin-1-yl)-N-(7-(((4-hydroxy-1,3,5-triazin-2-yl)amino)methyl)-2-methyl-2H-indazol-5-yl)-2-methyl-2H-indazole-7-carboxamide 2,2,2-trifluoroacetate